[4-[[1-[2-(aminomethyl)-3,3-difluoro-allyl]-5-oxo-1,2,4-triazol-4-yl]methyl]phenyl]-1-ethyl-pyridin-2-one trifluoroacetate salt FC(C(=O)O)(F)F.NCC(CN1N=CN(C1=O)CC1=CC=C(C=C1)C=1C(N(C=CC1)CC)=O)=C(F)F